tert-butyl 4-[6-(2,8-dimethylimidazo[1,2-b]pyridazin-6-yl)-1,3-benzoxazol-2-yl]piperidine-1-carboxylate CC=1N=C2N(N=C(C=C2C)C2=CC3=C(N=C(O3)C3CCN(CC3)C(=O)OC(C)(C)C)C=C2)C1